O=C1NC(CCC1N1C(C2=CC=C(C=C2C1=O)N1CCC(CC1)CN1CCC(CC1)CC=O)=O)=O 2-(1-((1-(2-(2,6-dioxopiperidin-3-yl)-1,3-dioxoisoindoline-5-yl)piperidin-4-yl)Methyl)piperidin-4-yl)acetaldehyde